tert-butyl (10S)-4-((3-methyl-4-(pyridin-3-yloxy)phenyl)amino)-7,8,10,11-tetrahydro-9H-6,10-methanopyrimido[4',5':5,6]pyrido[3,2-b][1,4,7]oxadiazonine-9-carboxylate CC=1C=C(C=CC1OC=1C=NC=CC1)NC1=NC=NC2=CC=3OC[C@H]4N(CCN(C3N=C21)C4)C(=O)OC(C)(C)C